CC(=O)[C@H]1CC[C@@H]2[C@@]1(CC[C@H]3[C@H]2CC=C4[C@@]3(CC[C@@H](C4)O)C)C pregn-5-en-3β-ol-20-one